OCC1=C(C=C(C=C1)NC([C@H](CCCNC(=O)N)NC([C@H](C(C)C)NC(OCC1C2=CC=CC=C2C=2C=CC=CC12)=O)=O)=O)COCC#C (9H-fluoren-9-yl)methyl ((S)-1-(((S)-1-((4-(hydroxymethyl)-3-((prop-2-yn-1-yloxy)methyl)phenyl)amino)-1-oxo-5-ureidopentan-2-yl)amino)-3-methyl-1-oxobutan-2-yl)carbamate